N-(5-((1R,5S)-1-(2,5-difluorophenyl)-2-azabicyclo[3.1.0]hexan-2-yl)pyrazolo[1,5-a]pyrimidin-3-yl)-4-methylbenzamide FC1=C(C=C(C=C1)F)[C@@]12N(CC[C@H]2C1)C1=NC=2N(C=C1)N=CC2NC(C2=CC=C(C=C2)C)=O